N1(C=CC=C1)C1=CC=C(OC2=CC=CC(=N2)S(=O)(=O)NC(=O)C=2C(=NC=CC2)N2C(CC(C2)C)(C)C)C=C1 N-[[6-(4-Pyrrol-1-ylphenoxy)-2-pyridyl]sulfonyl]-2-(2,2,4-trimethylpyrrolidin-1-yl)pyridin-3-carboxamid